(12aR)-10-chloro-9-(4-chloro-1-methoxy-7-methylisoquinolin-8-yl)-8-fluoro-3,4,12,12a-tetrahydro-6H-pyrazino[2,1-c][1,4]benzooxazepine-2(1H)-carboxylic acid tert-butyl ester C(C)(C)(C)OC(=O)N1C[C@@H]2COC3=C(CN2CC1)C=C(C(=C3Cl)C=3C(=CC=C1C(=CN=C(C31)OC)Cl)C)F